ClC=1C(=NC=C(C1)C1=CC=NC2=CC(=CC=C12)F)OC[C@](CC(C)C)(N)C (S)-1-((3-chloro-5-(7-fluoroquinolin-4-yl)pyridin-2-yl)oxy)-2,4-dimethylpentan-2-amine